p-bis(o-methyl-styryl)benzene CC1=C(C=CC2=CC=C(C=C2)C=CC2=C(C=CC=C2)C)C=CC=C1